nosyl fluoride S(=O)(=O)(C1=CC=C(C=C1)[N+](=O)[O-])F